C(=O)O.N1(CCCCCC1)CC=1N(C=CN1)CC=1C=C(C=CC1C)C(CC(=O)O)C1=C(C2=C(N(N=N2)C)C=C1)C 3-(3-((2-(Azepan-1-ylmethyl)-1H-imidazol-1-yl)methyl)-4-methylphenyl)-3-(1,4-dimethyl-1H-benzo[d][1,2,3]triazol-5-yl)propanoic acid, formic acid salt